C(C)(C)C1CCC(CC1)(O)C=C trans-4-isopropyl-1-vinylcyclohexane-1-ol